ClC=1C(=C(C=CC1)C1(CN(C(C2=CN=CC(=C12)F)=O)C1=NC=CC=C1F)C)F 4-(3-chloro-2-fluorophenyl)-5-fluoro-2-(3-fluoropyridin-2-yl)-4-methyl-3,4-dihydro-2,7-naphthyridin-1(2H)-one